5,6-difluorobenzothiazole FC=1C(=CC2=C(N=CS2)C1)F